C1(CCCC1)N(C(=O)OCC1=C(C=NN1C)C1=CC=C(O[C@@H]2C[C@H](CC2)C(=O)O)C=C1)C |r| (±)-Trans-3-(4-(5-(((cyclopentyl(methyl)carbamoyl)oxy)methyl)-1-methyl-1H-pyrazol-4-yl)phenoxy)cyclopentane-1-carboxylic Acid